1-(2-chlorophenyl)-4-{[(1-methyl-pyrazol-3-yl)methyl]amino}-7-(trifluoro-methyl)-pyrido[2,3-d]pyrimidin-2(1H)-one ClC1=C(C=CC=C1)N1C(N=C(C2=C1N=C(C=C2)C(F)(F)F)NCC2=NN(C=C2)C)=O